N1C(=NC2=C1C=CC=C2)C=2C=C(NC1=CC=C(C=C1)C=1N=NC(=CC1)C(F)(F)F)C=CC2 3-(1H-benzo[d]imidazol-2-yl)-N-(4-(6-(trifluoromethyl)pyridazin-3-yl)phenyl)aniline